CCCCCCCCCCCC(C(=O)N(C)C)NCC1=CC=CC=C1 12-methylbenzylamino-N,N-dimethyllauramide